ClC=1C=C(OC2=NC=C(C=N2)C=2C=C(C=NC2)NC2CN(C2)C(C=C)=O)C=CC1F 1-[3-[[5-[2-(3-chloro-4-fluoro-phenoxy)pyrimidin-5-yl]-3-pyridyl]amino]azetidin-1-yl]prop-2-en-1-one